N-[2-[[(2S)-2-amino-5-(4,5-dihydro-1H-imidazol-2-ylamino)pentanoyl]amino]ethyl]-4-[[3-(2,3-difluoro-4-methoxy-phenyl)imidazo[1,2-a]pyrazin-8-yl]amino]-2-ethyl-benzamide formate C(=O)O.N[C@H](C(=O)NCCNC(C1=C(C=C(C=C1)NC=1C=2N(C=CN1)C(=CN2)C2=C(C(=C(C=C2)OC)F)F)CC)=O)CCCNC=2NCCN2